ClC1=CC=C(CC=2N=C3C(=NC=C(C3)N)N2)C=C1 (4-chlorobenzyl)imidazo[4,5-b]pyridin-6-amine